FC(C(=O)O)(C(F)(F)F)C=1C=C(C=CC1)C 2,3,3,3-tetrafluoro-2-(m-tolyl)propanoic acid